BrC1=CC=C(C=2C1=NC1=C(C(C(OC12)=O)C(F)(F)F)C1=CC=CC=C1)C 6-bromo-9-methyl-4-phenyl-3-trifluoromethylindolopyranone